[N+](=O)([O-])C1=CC=C2/C(/OC(C2=C1)=O)=C/C1=C(C=C(C=C1)C(F)(F)F)C1=CC=CC=C1 (Z)-6-nitro-3-((5-(trifluoromethyl)-[1,1'-biphenyl]-2-yl)methylene)isobenzofuran-1(3H)-one